C(C)(C)(C)OC(NCC1=CC=C(C=C1)CSC1=NC(=C(C(=C1C#N)CC)C#N)N1CCN(CCC1)C)=O 4-(((3,5-dicyano-4-ethyl-6-(4-methyl-1,4-diazepan-1-yl)pyridin-2-yl)thio)methyl)benzylcarbamic acid tert-butyl ester